BrC1=NC=CC2=C1C=NN2CC(=O)OCC ethyl 2-{4-bromopyrazolo[4,3-c]pyridin-1-yl}acetate